5-((3-(4-methylpiperazin-1-yl)phenyl)thio)-2-nitroaniline CN1CCN(CC1)C=1C=C(C=CC1)SC=1C=CC(=C(N)C1)[N+](=O)[O-]